[Fe].[Mn] manganese iron salt